FC=1C(=C2C=CC(=CC2=CC1)CC(=O)[O-])C#C[Si](C(C)C)(C(C)C)C(C)C 6-fluoro-5-((triisopropylsilyl)ethynyl)naphthalene-2-acetate